cyclohexylamine bromide salt [Br-].C1(CCCCC1)N